N'-(m-phenylenedimethylene)biscitraconimide C1(=CC(=CC=C1)CCC=1C(=O)NC(C1)=O)CCC=1C(=O)NC(C1)=O